5-(3'-((3-(methylsulfonamido)piperidin-2-yl)methyl)-[1,1'-biphenyl]-2-yl)-pentanoic acid hydrochloride Cl.CS(=O)(=O)NC1C(NCCC1)CC=1C=C(C=CC1)C1=C(C=CC=C1)CCCCC(=O)O